5-(4-(difluoromethoxy)phenyl)-N-(3-(1,1-difluoropropyl)phenyl)-3,6-dimethylpyrazine-2-carboxamide FC(OC1=CC=C(C=C1)C=1N=C(C(=NC1C)C(=O)NC1=CC(=CC=C1)C(CC)(F)F)C)F